(S)-(+)-2-pentanol CCC[C@H](C)O